CC1=CN=C(S1)NC(CC1=CC=C(C=C1)C=1C=NC=CC1)=O N-(5-methylthiazol-2-yl)-2-(4-(pyridin-3-yl)phenyl)acetamide